tert-Butyl (4'-(hept-6-yn-1-yloxy)-[1,1'-biphenyl]-4-yl)carbamate C(CCCCC#C)OC1=CC=C(C=C1)C1=CC=C(C=C1)NC(OC(C)(C)C)=O